C(C)OC(=O)C1=NN(C(=C1)C)C1=CN=NC=C1 5-methyl-1-(pyridazin-4-yl)-1H-pyrazole-3-carboxylic acid ethyl ester